(S)-2-allyl-6-((4-((2-hydroxy-1-phenylethyl)amino)-5-(5-(2-hydroxypropan-2-yl)-1,3,4-oxadiazol-2-yl)pyrimidin-2-yl)amino)-1-isopropyl-1,2-dihydro-3H-pyrazolo[3,4-b]pyridin-3-one C(C=C)N1N(C2=NC(=CC=C2C1=O)NC1=NC=C(C(=N1)N[C@H](CO)C1=CC=CC=C1)C=1OC(=NN1)C(C)(C)O)C(C)C